(R)-2-((R)-1-((2S,3R)-3-hydroxy-2-(6-phenylpicolinamido)butanamido)-3-methylbutyl)-4-(2-(methylamino)-2-oxoethyl)-6-oxo-1,3,2-dioxaborinane-4-carboxylic acid O[C@@H]([C@@H](C(=O)N[C@@H](CC(C)C)B1OC(C[C@@](O1)(C(=O)O)CC(=O)NC)=O)NC(C1=NC(=CC=C1)C1=CC=CC=C1)=O)C